tert-butyl-4-(3-(2-allyl-6-((2-methylpyridin-4-yl)amino)-3-oxo-2,3-dihydro-1H-pyrazolo[3,4-d]pyrimidin-1-yl)phenoxy)piperidine-1-carboxylate C(C)(C)(C)OC(=O)N1CCC(CC1)OC1=CC(=CC=C1)N1N(C(C=2C1=NC(=NC2)NC2=CC(=NC=C2)C)=O)CC=C